rac-(1S,2S,4R,6R)-6-aminobicyclo[2.2.1]heptan-2-ol N[C@@H]1C[C@@H]2C[C@@H]([C@H]1C2)O |r|